COCCCNC1=C(C=C(C=C1)N1C(OCC=N1)=O)C(F)(F)F {4-[(3-Methoxypropyl)amino]-3-(trifluoromethyl)phenyl}-3,6-dihydro-2H-1,3,4-oxadiazin-2-on